C(C)(=O)OCCCCCC\C=C/C=CCCC (Z)-9,7-tridecadienyl acetate